FC1=C(C(=CC=C1)N)NC 3-fluoro-N2-methyl-benzene-1,2-diamine